3-(3-fluoro-4-(4-(hydroxymethyl)-4-methylpiperidin-1-yl)phenyl)piperidine-2,6-dione FC=1C=C(C=CC1N1CCC(CC1)(C)CO)C1C(NC(CC1)=O)=O